CNCC1=CNC(C2=CC=CC=C12)=O 4-((methylamino)methyl)isoquinolin-1(2H)-one